C(C)(C)(C)NC1=NC(=NC=C1C(=O)N)NC12CCC(CC1)(C2)O 4-(tert-butylamino)-2-(4-hydroxybicyclo[2.2.1]heptan-1-ylamino)pyrimidine-5-carboxamide